2-chloro-N-(2,4-difluoro-3-(2-(trifluoromethoxy)acetamido)phenyl)benzamide ClC1=C(C(=O)NC2=C(C(=C(C=C2)F)NC(COC(F)(F)F)=O)F)C=CC=C1